5-{4-methoxy-6-[(3R)-3-(methylamino)pyrrolidin-1-yl]pyrido[2,3-d]pyrimidin-2-yl}-2,7-dimethylindazol-6-ol COC=1C2=C(N=C(N1)C1=CC3=CN(N=C3C(=C1O)C)C)N=CC(=C2)N2C[C@@H](CC2)NC